3,4-dihydro-2H-pyrano[2,3-b]pyridine-6-sulfonyl chloride O1CCCC=2C1=NC=C(C2)S(=O)(=O)Cl